9,9',9'',9'''-(4-(4,6-diphenylpyrimidin-2-yl)-6-(1-phenyl-1H-benzo[d]imidazol-2-yl)benzene-1,2,3,5-tetrayl)tetrakis(3-methyl-9H-carbazole) C1(=CC=CC=C1)C1=NC(=NC(=C1)C1=CC=CC=C1)C1=C(C(=C(C(=C1N1C2=CC=CC=C2C=2C=C(C=CC12)C)C1=NC2=C(N1C1=CC=CC=C1)C=CC=C2)N2C1=CC=CC=C1C=1C=C(C=CC21)C)N2C1=CC=CC=C1C=1C=C(C=CC21)C)N2C1=CC=CC=C1C=1C=C(C=CC21)C